ClC1=NC(=CN=C1)C(C)(F)F 2-chloro-6-(1,1-difluoroethyl)pyrazine